FC(C1=NC=CC=C1C#N)(F)F 2-(trifluoromethyl)pyridine-3-carbonitrile